C(C)(C)(C)OC(=O)N(C1=NC=CC(=C1)C=1OC=C(N1)C(=O)NC=1C(=NN(C1)C1CCC(CC1)C(=O)O)C(N)=O)CC(F)(F)F 4-[4-[[2-[2-[tert-butoxycarbonyl-(2,2,2-trifluoroethyl)amino]-4-pyridyl]oxazole-4-carbonyl]amino]-3-carbamoyl-pyrazol-1-yl]cyclohexanecarboxylic acid